methyl (2S)-2-{[(tert-butoxy)carbonyl]amino}-5-(2-nitropyridin-3-yl)pent-4-ynoate C(C)(C)(C)OC(=O)N[C@H](C(=O)OC)CC#CC=1C(=NC=CC1)[N+](=O)[O-]